BrC1=C(C=C(C(=O)O)C=C1OC)F 4-bromo-3-fluoro-5-methoxybenzoic acid